tert-butyl 2-((3-((2,5-dimethoxyphenyl)sulfonamido)-4-methoxybenzo[d]isoxazol-6-yl)methyl)-2,6-dihydropyrrolo[3,4-c]pyrazole-5(4H)-carboxylate COC1=C(C=C(C=C1)OC)S(=O)(=O)NC1=NOC2=C1C(=CC(=C2)CN2N=C1C(=C2)CN(C1)C(=O)OC(C)(C)C)OC